CC1(C2CCC=3[C@@]4(CC[C@H]([C@@H](CCC=C(C)C)C)[C@]4(CCC3[C@]2(CC[C@@H]1O)C)C)C)C 4,4,14-trimethylcholest-8,24-dien-3beta-ol